C(C)(=O)N1CC2CCC(C1)N2C2=NN=C(S2)C=2C(=CC(=NC2)C2=CC=C1N2N=CC(=C1)C#N)NC(C)C 7-(5-(5-(3-acetyl-3,8-diazabicyclo[3.2.1]oct-8-yl)-1,3,4-thiadiazol-2-yl)-4-(isopropylamino)pyridin-2-yl)pyrrolo[1,2-b]pyridazine-3-carbonitrile